C(C)C1(C(NCC1)=O)CO 3-ethyl-3-(hydroxymethyl)pyrrolidin-2-one